C(C)[C@H]1[C@@H]([C@@H]2CC[C@H]1C2)NC(OCC2=CC=CC=C2)=O benzyl ((1R,2R,3R,4S)-3-ethylbicyclo[2.2.1]heptan-2-yl)carbamate